Nα-(((9H-fluoren-9-yl)methoxy)carbonyl)-1-(4-methoxybenzyl)-Nα-methyl-L-tryptophan C1=CC=CC=2C3=CC=CC=C3C(C12)COC(=O)N([C@@H](CC1=CN(C2=CC=CC=C12)CC1=CC=C(C=C1)OC)C(=O)O)C